N-(3-amino-4-chlorophenyl)-4-(trifluoromethyl)picolinamide NC=1C=C(C=CC1Cl)NC(C1=NC=CC(=C1)C(F)(F)F)=O